N-(4-methoxyphenyl)-1-(5-nitropyridin-2-yl)-1H-indol-5-amine COC1=CC=C(C=C1)NC=1C=C2C=CN(C2=CC1)C1=NC=C(C=C1)[N+](=O)[O-]